COC1=CC=C(CN2C(N3C(C4=C2C=C(C=N4)N4CC2(COC2)C4)=NC(=C3C)C(C)C)=O)C=C1 6-(4-methoxybenzyl)-3-methyl-8-(2-oxa-6-azaspiro[3.3]heptan-6-yl)-2-(propan-2-yl)imidazo[1,2-c]pyrido[2,3-e]pyrimidin-5(6H)-one